[Cl-].C[N+](C1=NC=C(C=C1)C(=O)OC1=C(C(=CC(=C1F)F)F)F)(C)C N,N,N-trimethyl-5-((2,3,5,6-tetra-fluorophenoxy)carbonyl)pyridin-2-aminium chloride